1-Dimethoxy(methyl)silylmethyl isocyanate CO[Si](CN=C=O)(C)OC